FC=1C=CC=C2C=C(N=CC12)CO (8-fluoroisoquinolin-3-yl)methanol